COC1=NC(=NC=C1)N[C@H](C(=O)O)CCC(C)(C)C (S)-2-(4-methoxy-2-pyrimidinylamino)-5,5-dimethylhexanoic acid